(E)-3-isoxazolecarboxamide O1N=C(C=C1)C(=O)N